6-fluoro-N-methyl-5-(4-(3-(4-oxo-3,4,5,6,7,8-hexahydroquinazolin-2-yl)cyclopentyl)piperazin-1-yl)picolinamide FC1=C(C=CC(=N1)C(=O)NC)N1CCN(CC1)C1CC(CC1)C1=NC=2CCCCC2C(N1)=O